NC1=C2C(=NC=N1)N(N=C2C(=O)NC=2OC1=C(N2)C=C(C=C1)Cl)C1CN(CCC1)C(C=CCN(CC)CC)=O 4-amino-N-(5-chlorobenzo[d]oxazol-2-yl)-1-(1-(4-(diethylamino)but-2-enoyl)piperidin-3-yl)-1H-pyrazolo[3,4-d]pyrimidine-3-carboxamide